C(C)(C)(C)OC(=O)N1CCC(CC1)C(=O)NNC(C1=C(C=CC=C1)C)=O 4-[2-(2-Methylbenzoyl)hydrazinocarbonyl]piperidine-1-carboxylic acid tert-butyl ester